N1=CC=NCC2=C1C=CC=C2 5H-1,4-benzodiazepine